ClC1=C(C=CC=C1)C1=NOC(=C1C1=NC=CC=N1)C=1C=NN(C1C(F)(F)F)C1CC(C1)(O)C (1R,3S)-3-{4-[3-(2-chlorophenyl)-4-(pyrimidin-2-yl)-1,2-oxazol-5-yl]-5-(trifluoromethyl)-1H-pyrazol-1-yl}-1-methylcyclobutan-1-ol